2-cyclohexyl-2-isobutyl-1,3-propanediol C1(CCCCC1)C(CO)(CO)CC(C)C